9,10-di(n-propoxy)anthracene C(CC)OC=1C2=CC=CC=C2C(=C2C=CC=CC12)OCCC